CN1N=C(N=C1)C1=NC=CC=C1 1-methyl-3-(pyridin-2-yl)-1H-1,2,4-triazole